C(#N)C(C(=O)[O-])=O cyanoglyoxylate